3,3-bis(2-methyl-1-octyl-3-indolyl)phthalide CC=1N(C2=CC=CC=C2C1C1(OC(=O)C2=CC=CC=C12)C1=C(N(C2=CC=CC=C12)CCCCCCCC)C)CCCCCCCC